FC=1C=C2C(=NNC2=CC1OCCOC)C1=CC(=NO1)C1=CC=C(C(=O)N2CCS(CC2)=O)C=C1 4-(4-{5-[5-Fluoro-6-(2-methoxyethoxy)-1H-indazol-3-yl]-1,2-oxazol-3-yl}benzoyl)-1lambda4-thiomorpholin-1-on